5-ethyl-1-(pyrimidin-5-yl)-1H-pyrazole-4-carboxylic acid C(C)C1=C(C=NN1C=1C=NC=NC1)C(=O)O